C(C1=CC=CC=C1)OCCCCC(C=O)(C)C 6-(Benzyloxy)-2,2-dimethylhexanal